C(C)(C)(C)OC(=O)N1C[C@H](OCCC1)C(=O)O (S)-4-(tert-butoxycarbonyl)-1,4-oxazepan-2-carboxylic acid